(S or R)-6-(3-Chloro-6-(difluoromethyl)-2-fluorophenyl)-N-(1-((2-(2-((1-hydroxycyclopropyl)methyl)pyrrolidin-1-yl)pyrimidin-5-yl)methyl)-1H-pyrazol-4-yl)pyrazine-2-carboxamide ClC=1C(=C(C(=CC1)C(F)F)C1=CN=CC(=N1)C(=O)NC=1C=NN(C1)CC=1C=NC(=NC1)N1[C@@H](CCC1)CC1(CC1)O)F |o1:32|